CCC/C=C/C/C=C/C=C/CCCCCCCC(=O)[O-] The molecule is any octadecatrienoate having double bonds at positions 9, 11 and 14. It is a conjugate base of a 9,11,14-octadecatrienoic acid.